[Si](C)(C)(C(C)(C)C)O[C@@H]1CN(C[C@H](C1)O)C(=O)OC(C)(C)C (3S,5S)-tert-Butyl 3-((tert-butyldimethylsilyl)oxy)-5-hydroxypiperidine-1-carboxylate